2-{3-[3-(methylamino)pyrrolidin-1-yl]-1,2,4-triazin-6-yl}-5-(1,2,4-thiadiazol-5-yl)phenol dihydrochloride Cl.Cl.CNC1CN(CC1)C=1N=NC(=CN1)C1=C(C=C(C=C1)C1=NC=NS1)O